FC(OC=1C=C(CNC(=O)NC2CC3(CC3)C2)C=CC1)F 1-(3-Difluoromethoxy-benzyl)-3-spiro[2.3]hex-5-yl-urea